5-[3-(8-bromo-6-chloro-chroman-4-ylamino)-propylamino]-4H-thieno[3,2-b]pyridin-7-one BrC=1C=C(C=C2C(CCOC12)NCCCNC1=CC(C2=C(N1)C=CS2)=O)Cl